O[C@@H]1[C@@H](CCC=2C=CC(=CC12)C#N)[C@H]1N2C(C3=CC=CC=C13)=CN=C2 (7S,8R)-8-Hydroxy-7-((R)-5H-imidazo[5,1-a]isoindol-5-yl)-5,6,7,8-tetrahydronaphthalen-2-carbonitril